4-(2-(3-(4-trifluoromethylbenzyl)-4-methyl-2-oxo-2H-chromen-7-oxy)ethoxy)-3-(benzenesulfonyl)-1,2,5-oxadiazole-2-oxide FC(C1=CC=C(CC=2C(OC3=CC(=CC=C3C2C)OCCOC=2C(=[N+](ON2)[O-])S(=O)(=O)C2=CC=CC=C2)=O)C=C1)(F)F